6-(5-methyl-1,3,4-thiadiazol-2-yl)pyridine-3-carbonyl chloride CC1=NN=C(S1)C1=CC=C(C=N1)C(=O)Cl